(5-(4-fluoro-2-methoxyphenoxy)pyridin-2-yl)propanamide FC1=CC(=C(OC=2C=CC(=NC2)C(C(=O)N)C)C=C1)OC